COC1=CC=C(C=C1)C1=CC=2C(=NC=C(C2)C=2C=C(SC2)C(=O)NCC(F)(F)F)N1 4-(2-(4-methoxyphenyl)-1H-pyrrolo[2,3-b]pyridin-5-yl)-N-(2,2,2-trifluoroethyl)thiophene-2-carboxamide